7-(difluoromethyl)-24-[(R)-hydroxy(2-methoxyphenyl)methyl]-5α-cholane-3β,4β-diol FC(C1[C@H]2[C@@H]3CC[C@H]([C@@H](CCC[C@H](C4=C(C=CC=C4)OC)O)C)[C@]3(CC[C@@H]2[C@]2(CC[C@@H]([C@@H]([C@@H]2C1)O)O)C)C)F